1,3-dithiol-2-one-4,5-dithiol disodium salt [Na].[Na].S1C(SC(=C1S)S)=O